(7-((3-Fluoro-5-(trifluoromethyl)pyridin-2-yl)oxy)-2-azaspiro[3.5]nonan-2-yl)((1s,3s)-3-hydroxy-3-methylcyclobutyl)methanon FC=1C(=NC=C(C1)C(F)(F)F)OC1CCC2(CN(C2)C(=O)C2CC(C2)(C)O)CC1